5-Chlorobenzofuranone ClC=1C=CC2=C(CC(O2)=O)C1